morpholin-3-carboxylate N1C(COCC1)C(=O)[O-]